COC(C1=CC(=C(C(=C1)[N+](=O)[O-])Cl)OCCCN1CCOCC1)=O 4-chloro-3-(3-morpholinopropoxy)-5-nitrobenzoic acid methyl ester